3-(2,4-dimethylbenzenesulfonyl)-8-{9-methyl-6-oxa-2,9-diazaspiro[4.5]decan-2-yl}-4H,5H-[1,2,3]triazolo[1,5-a]quinazolin-5-one CC1=C(C=CC(=C1)C)S(=O)(=O)C=1N=NN2C1NC(C1=CC=C(C=C21)N2CC1(CC2)OCCN(C1)C)=O